Dimethyl-(3-(1-phenylethyl)-1H-inden-1-yl)(2,3,4,5-tetramethylcyclopent-2,4-dien-1-yl)silane C[Si](C1C(=C(C(=C1C)C)C)C)(C1C=C(C2=CC=CC=C12)C(C)C1=CC=CC=C1)C